4-(5-(4-(((S)-3-Benzyl-6,9-dimethyl-4H,6H-thieno[2,3-e][1,2,4]triazolo[3,4-c][1,4]oxazepin-2-yl)ethynyl)-1H-pyrazol-1-yl)pent-1-yn-1-yl)-2-(2,6-dioxopiperidin-3-yl)isoindolin-1,3-dion C(C1=CC=CC=C1)C1=C(SC=2N3C([C@@H](OCC21)C)=NN=C3C)C#CC=3C=NN(C3)CCCC#CC3=C2C(N(C(C2=CC=C3)=O)C3C(NC(CC3)=O)=O)=O